C(C)C=1C(NC=2C=C(C=NC2C1)CNC12CC(C1)(C2)NC=2C=CC(=NC2C)C(=O)NC)=O 5-((3-(((7-ethyl-6-oxo-5,6-dihydro-1,5-naphthyridin-3-yl)methyl)amino)bicyclo[1.1.1]pentan-1-yl)amino)-N,6-dimethylpicolinamide